4-(4-(4-Bromophenyl)piperidin-1-yl)-3-fluoro-2-(trifluoromethyl)benzonitrile BrC1=CC=C(C=C1)C1CCN(CC1)C1=C(C(=C(C#N)C=C1)C(F)(F)F)F